O=C1N(C(C2=CC=CC=C12)=O)CCOC1=C(C=C(C=O)C=C1C)C 4-[2-(1,3-dioxo-1,3-dihydro-isoindol-2-yl)-ethoxy]-3,5-dimethyl-benzaldehyde